7-methyl-2H-benzo[b][1,4]dioxepin CC1=CC2=C(OCC=CO2)C=C1